ClC=1C=C(C=C(C1)C=1C=NC(N(C1)C)=O)[C@H]1N(CCOC1)C(=O)OC(C)(C)C tert-butyl (R)-3-(3-chloro-5-(1-methyl-2-oxo-1,2-dihydropyrimidin-5-yl)phenyl)morpholine-4-carboxylate